OCCOC1CC(NC(C1)(CC)CC)(CC)CC 4-(2-hydroxyethoxy)-2,2,6,6-tetraethylpiperidine